N(=[N+]=[N-])C1=CC(=C(C=C1)N1C=C(C2=CC=C(C=C12)Cl)S(=O)(=O)N)F (4-azido-2-fluorophenyl)-6-chloro-1H-indole-3-sulfonamide